2-[[4-[(cyclohexyl-methyl-carbamoyl)-methyl]-6-(4-sulfamoyl-benzylamino)2-pyrimidinyl]amino]-4-methyl-5-thiazolecarboxylic acid ethyl ester C(C)OC(=O)C1=C(N=C(S1)NC1=NC(=CC(=N1)CC(N(C)C1CCCCC1)=O)NCC1=CC=C(C=C1)S(N)(=O)=O)C